Cl.FC1(CNCC1OC)F 3,3-difluoro-4-methoxy-pyrrolidine hydrochloride